2-(4-(1H-pyrazol-1-yl)phenyl)-5-methyl-4-((4-(2-(trifluoromethoxy)phenyl)piperidin-1-yl)methyl)oxazole N1(N=CC=C1)C1=CC=C(C=C1)C=1OC(=C(N1)CN1CCC(CC1)C1=C(C=CC=C1)OC(F)(F)F)C